S-(4-oxo-3-(2-oxo-2-(((S)-1-(4-(trifluoromethoxy)phenyl)ethyl)amino)ethyl)-3,4-dihydrobenzo[d][1,2,3]triazin-5-yl)cysteinylglycine O=C1C2=C(N=NN1CC(N[C@@H](C)C1=CC=C(C=C1)OC(F)(F)F)=O)C=CC=C2SC[C@H](N)C(=O)NCC(=O)O